2-((2S)-1-acryloyl-4-(8-chloro-7-(8-chloronaphthalen-1-yl)-4-(3-(dimethylamino)-3-methylazetidin-1-yl)-6-fluoro-1H-imidazo[4,5-c]quinolin-1-yl)piperidin-2-yl)acetonitrile C(C=C)(=O)N1[C@@H](CC(CC1)N1C=NC=2C(=NC=3C(=C(C(=CC3C21)Cl)C2=CC=CC1=CC=CC(=C21)Cl)F)N2CC(C2)(C)N(C)C)CC#N